O(C1=CC=CC=C1)C1=CC=C(C=C1)[C@H]1SCC[C@H](NC1=O)CN1N=NC=C1 (2R,5S)-2-(4-phenoxyphenyl)-5-(triazol-1-ylmethyl)-1,4-thiazepan-3-one